O=C1N(CCN[C@H]1CCC)[C@H](C(=O)N1CCC(CC1)CC(=O)N)CC(C)C (1-{(S)-2-[(S)-2-Oxo-3-propyl-1-piperazinyl]-4-methylvaleryl}-4-piperidyl)acetamide